FC(S(=O)(=O)OC1=C2C=NN(C2=C(C(=C1C(F)(F)F)C)F)C1OCCCC1)(F)F 7-fluoro-6-methyl-1-(tetrahydro-2H-pyran-2-yl)-5-(trifluoromethyl)-1H-indazol-4-yl trifluoromethanesulfonate